3-(((9Z,12Z)-octadeca-9,12-dienoyl)oxy)-2-((((1r,1's,4R,4'R)-4'-pentyl-[1,1'-bi(cyclohexane)]-4-carbonyl)oxy)methyl)propyl 1'-ethyl-[1,4'-bipiperidine]-4-carboxylate C(C)N1CCC(CC1)N1CCC(CC1)C(=O)OCC(COC(CCCCCCC\C=C/C\C=C/CCCCC)=O)COC(=O)C1CCC(CC1)C1CCC(CC1)CCCCC